NC=1C(=NC(=CN1)C=1C=NN(C1)C1CCN(CC1)C(=O)OC(C)(C)C)C(=O)O[C@@H](C(=O)NC1=CC(=CC=C1)F)C1=CC=CC=C1 (R)-2-((3-fluorophenyl)amino)-2-oxo-1-phenylethyl 3-amino-6-(1-(1-(tert-butoxycarbonyl)piperidin-4-yl)-1H-pyrazol-4-yl)pyrazine-2-carboxylate